aluminum methanolate C[O-].[Al+3].C[O-].C[O-]